C(#N)CCN(CCC#N)CCC#N tri(cyanoethyl)amine